N[C@@H](C(C)(C)C)C(=O)O t-leucine